CN(C1=CC=C(OCCOC2=CC=C3C(=C(C(C3=C2)=O)C=2C=NC=CC2)C2=COC=C2)C=C1)C 6-(2-(4-(Dimethylamino)phenoxy)ethoxy)-3-(furan-3-yl)-2-(pyridin-3-yl)-1H-inden-1-one